(2R,5S)-N-{2-benzyl-2-azaspiro[3.3]heptan-6-yl}-4-(6-methoxyquinoxalin-2-yl)-2,5-dimethylpiperazine-1-carboxamide C(C1=CC=CC=C1)N1CC2(C1)CC(C2)NC(=O)N2[C@@H](CN([C@H](C2)C)C2=NC1=CC=C(C=C1N=C2)OC)C